4-(4-(benzo[d]thiazol-2-ylcarbamoyl)benzyl)-N-(2-(trifluoromethyl)phenyl)piperazine-1-carboxamide S1C(=NC2=C1C=CC=C2)NC(=O)C2=CC=C(CN1CCN(CC1)C(=O)NC1=C(C=CC=C1)C(F)(F)F)C=C2